1,3-bis(p-toluenesulfonyloxy)propaneN CC1=CC=C(C=C1)S(=O)(=O)OC=CCOS(=O)(=O)C1=CC=C(C)C=C1